1,1-dimethylethyl ((3R)-1-{[2-(1-ethyl-1H-indol-2-yl)-1-methyl-1H-benzimidazol-5-yl]carbonothioyl}-3-piperidinyl)carbamate C(C)N1C(=CC2=CC=CC=C12)C1=NC2=C(N1C)C=CC(=C2)C(=S)N2C[C@@H](CCC2)NC(OC(C)(C)C)=O